[NH+]1(CCCCCC1)C1=C(C(=O)Cl)C=CC(=C1)NC(=O)C1CC1 2-(azepan-1-ium-1-yl)-4-(cyclopropanecarbonylamino)benzoic acid chloride